{[4-(2-{(5S,1R)-6-[(tert-butoxy)carbonylamino]-3-azabicyclo[3.1.0]hex-3-yl}-2-oxoethyl)phenyl]amino}-N-[(4-methoxyphenyl)methyl]carboxamide C(C)(C)(C)OC(=O)NC1[C@@H]2CN(C[C@H]12)C(CC1=CC=C(C=C1)NC(=O)NCC1=CC=C(C=C1)OC)=O